CO[Si](CCCN=C(CC(C)C)C)(OC)OC 3-trimethoxysilyl-N-(1,3-dimethylbutylidene)-propylamine